5-bromo-3-fluoro-4-methylpyridin-2-amine BrC=1C(=C(C(=NC1)N)F)C